C(C)(C)(C)OC(=O)N1C[C@](C(CC1)C)(C(=O)O)C (3S)-3,4-dimethylpiperidine-1,3-dicarboxylic acid-1-(tert-butyl) ester